C(#N)C1=CC=2N(N=C1)C(=CC2)C2=NC=C(C(=O)NC[C@H](C(C)(C)O)F)C(=C2)NC21CCC(CC2)(CC1)C=1OC(=NN1)C (R)-6-(3-cyanopyrrolo[1,2-b]pyridazin-7-yl)-N-(2-fluoro-3-hydroxy-3-methylbutyl)-4-((4-(5-methyl-1,3,4-oxadiazol-2-yl)bicyclo[2.2.2]octan-1-yl)amino)nicotinamide